NC1(CCN(CC1)C1=NC=2C(=NC=C(N2)SC2=C(C=C(C(=O)O)C=C2)Cl)N1)C 4-((2-(4-amino-4-methylpiperidin-1-yl)-1H-imidazo[4,5-b]pyrazin-5-yl)thio)-3-chlorobenzoic acid